(4-bromo-2-methyl-6-nitro-phenyl)methanol BrC1=CC(=C(C(=C1)[N+](=O)[O-])CO)C